N[C@@H](C(=O)OC1C(OC2=C(C1)C=CC=C2)(C)C)C(C)C 2,2-dimethyl-3,4-dihydro-2H-1-benzopyran-3-yl (2R)-2-amino-3-methylbutanoate